O=C1NC(CCC1N1C(C2=CC=CC(=C2C1=O)NCCOCCOCCC(=O)N(C)CCOC1=CC=C(C=C1)\C(=C(\CC)/C1=CC=CC=C1)\C1=CC=CC=C1)=O)=O (Z)-3-(2-(2-((2-(2,6-dioxopiperidin-3-yl)-1,3-dioxoisoindolin-4-yl)amino)ethoxy)ethoxy)-N-(2-(4-(1,2-diphenylbut-1-en-1-yl)phenoxy)ethyl)-N-methylpropanamide